C1(=CC=CC=C1)CCO 2-phenyl-ethan-1-ol